FC=1C=C(C=NC1)C1=CC(=NC(=C1OCCOC)C)C1=NOC(=N1)C1=NC=C(C=C1)F 3-(5-Fluoro-5'-(2-methoxyethoxy)-6'-methyl-[3,4'-bipyridin]-2'-yl)-5-(5-fluoropyridin-2-yl)-1,2,4-oxadiazole